FC=1C=C(C=CC1C=1N=C2N(C3=C(N2)C=C(C=C3)C(NCCCN3CCC(CC3)F)=O)C1)[C@H]1N(CCC1)C(=O)OC(C)(C)C tert-butyl (S)-2-(3-fluoro-4-(7-((3-(4-fluoropiperidin-1-yl)propyl)carbamoyl)-9H-benzo[d]imidazo[1,2-a]imidazol-2-yl)phenyl)pyrrolidine-1-carboxylate